NC(C#CC1=NC(=NC(=N1)N[C@@H](C(F)(F)F)C)N[C@@H](C(F)(F)F)C)C 6-(3-Aminobut-1-yn-1-yl)-N2,N4-bis((R)-1,1,1-trifluoroprop-2-yl)-1,3,5-triazine-2,4-diamine